(2S,6S)-6-((4-bromophenoxy)methyl)-2-((2-methoxyethoxy)methyl)-2-methyl-1,4-dioxane BrC1=CC=C(OC[C@@H]2COC[C@](O2)(C)COCCOC)C=C1